(S)-5-bromo-3-(3-((tert-butyldimethylsilyl)oxy)-2,2-dimethylpropyl)-1-ethyl-2-(2-(1-methoxyethyl)pyridin-3-yl)-1H-indole BrC=1C=C2C(=C(N(C2=CC1)CC)C=1C(=NC=CC1)[C@H](C)OC)CC(CO[Si](C)(C)C(C)(C)C)(C)C